ClC=1C(N(C(=CC1OCC1=NC=NC=C1F)C)C1=CC(=NC=C1C)C1=NC(=CC=C1)C(C)(C)O)=O (M)-3-chloro-4-((5-fluoropyrimidin-4-yl)methoxy)-6''-(2-hydroxypropan-2-yl)-5',6-dimethyl-2H-[1,4':2',2''-terpyridin]-2-one